FC=CCS(=O)(=O)[O-] fluoroallylsulfonate